3-[1,3-Dioxo-5-(1H-[1,2,3]triazol-4-yl)-1,3-dihydroisoindol-2-yl]biphenyl-4-carboxylic acid 2-methoxy-ethyl ester COCCOC(=O)C1=C(C=C(C=C1)C1=CC=CC=C1)N1C(C2=CC=C(C=C2C1=O)C=1N=NNC1)=O